α-Isopropoxystyrol C(C)(C)OC=CC1=CC=CC=C1